NC1(CC(=CC=C1)C1=CC=CC=C1)CCC(=O)O 3-amino-3-(biphenyl)-propionic acid